2-(2,3-dihydro-1,4-benzodioxin-6-yl)-5-(1H-pyrrolo[2,3-b]pyridin-4-yl)-1H-pyrrole-3-carboxamide O1CCOC2=C1C=CC(=C2)C=2NC(=CC2C(=O)N)C2=C1C(=NC=C2)NC=C1